BrC1=C(C=C(C=C1)C(C)(C)OC)C 1-bromo-4-(1-methoxy-1-methyl-ethyl)-2-methyl-benzene